3-((3R,4S)-4-((5-isopropoxy-6-(1H-pyrazol-4-yl)-[1,2,4]triazolo[1,5-a]pyrazin-2-yl)amino)-3-methylpiperidin-1-yl)cyclobutane-1-carbaldehyde C(C)(C)OC1=C(N=CC=2N1N=C(N2)N[C@@H]2[C@@H](CN(CC2)C2CC(C2)C=O)C)C=2C=NNC2